7-[2-(2-Diethylamino-acetoxy)-2,2-di-thiophen-2-yl-acetoxy]-9,9-dimethyl-3-oxa-9-azonia-tricyclo[3.3.1.02,4]nonane C(C)N(CC(=O)OC(C(=O)OC1CC2C3OC3C(C1)[N+]2(C)C)(C=2SC=CC2)C=2SC=CC2)CC